CC1=CC(=NO1)C=1C=NC(=CC1)C(F)(F)F 5-methyl-3-[6-(trifluoromethyl)pyridin-3-yl]-1,2-oxazol